aluminum tris(butyl acetoacetate) C(CCC)CC(CC(=O)[O-])=O.C(CCC)CC(CC(=O)[O-])=O.C(CCC)CC(CC(=O)[O-])=O.[Al+3]